ClC=1C=C(C=CC1OC(C)C)C(C(=O)NCC=1C=C2CN(C(C2=CC1)=O)C1C(NC(CC1)=O)=O)(F)F 2-(3-chloro-4-isopropoxyphenyl)-N-((2-(2,6-dioxopiperidin-3-yl)-1-oxoisoindol-5-yl)methyl)-2,2-difluoroacetamide